COC([C@H](C1CCC1)NCC1=CC=CC=C1)=O (2S)-2-(benzylamino)-2-cyclobutyl-acetic acid methyl ester